morpholino phosphorodiamidite P(ON1CCOCC1)(N)N